pyrrolinium tetrakis(pentafluorophenyl)borate FC1=C(C(=C(C(=C1[B-](C1=C(C(=C(C(=C1F)F)F)F)F)(C1=C(C(=C(C(=C1F)F)F)F)F)C1=C(C(=C(C(=C1F)F)F)F)F)F)F)F)F.[NH2+]1C=CCC1